ethyl (R)-4-cyano-3-hydroxybutanoate C(#N)C[C@H](CC(=O)OCC)O